BrC1=C(C(=C(C(=C1)OC)C1=C(C=CC=C1C(C)C)C(C)C)P(C1CCCCC1)C1CCCCC1)OC(C)(C)C bromo[dicyclohexyl[3-(1,1-dimethylethoxy)-6-methoxy-2',6'-bis(1-methylethyl)[1,1'-biphenyl]-2-yl]phosphine]